(S)-4,4-difluoro-1-(2-((S)-3-(quinolin-5-yloxy)pyrrolidin-1-yl)acetyl)pyrrolidine-2-carbonitrile FC1(C[C@H](N(C1)C(CN1C[C@H](CC1)OC1=C2C=CC=NC2=CC=C1)=O)C#N)F